(E)-1-(4-bromostyryl)pyrrolidine BrC1=CC=C(/C=C/N2CCCC2)C=C1